C(CCCCCCC)OC(CCCCCCCN(CCCCCCCCOC(CCCCCCCC)=O)CCO)OCCCCCCCC.COC1=CC=C(\C=C\2/OC3=C(C2)C=CC=C3)C=C1 (E)-2-((Z)-p-methoxybenzylidene)benzofuran 8-((8,8-bis(octyloxy)octyl)(2-hydroxyethyl)amino)octyl-nonanoate